C=1C=CN2C=CC(=CC12)CNC(=O)N1C=NC2=C1C=CC=C2N2CCN(CC2)C N-(Indolizin-7-ylmethyl)-4-(4-methylpiperazin-1-yl)-1H-benzo[d]imidazole-1-carboxamide